OC1=C(C=CC(=C1)OC(C)C(=O)OCCCCCCCC)C1=NC(=NC(=N1)C1=CC=C(C=C1)C1=CC=CC=C1)C1=CC=C(C=C1)C1=CC=CC=C1 2-(2-hydroxy-4-[1-octyloxycarbonyl-ethoxy]phenyl)-4,6-bis(4-phenylphenyl)-1,3,5-triazine